NC([C@H](CO)NC(=O)C1=C(OC2=C1C=C(C=C2)OC(C)C2=CC=CC=C2)C)=O N-((S)-1-amino-3-hydroxy-1-oxopropan-2-yl)-2-methyl-5-(1-phenylethoxy)benzofuran-3-carboxamide